C(C)N([C@@H](CCCNC(N)=N)C(=O)O)CCCCCCCCCCCC ethyl-laurylarginine